CN[C@H](C)C1=CNC(C2=CC=CC=C12)=O (R)-4-(1-(methylamino)ethyl)isoquinolin-1(2H)-one